allyl (6aS)-3,6-dihydroxy-2-methoxy-8-(4-methoxyphenyl)-12-oxo-6,6a,7,10-tetrahydrobenzo[e]pyrido[1,2-a][1,4]diazepine-5(12H)-carboxylate OC=1C(=CC2=C(N(C([C@H]3N(C2=O)CC=C(C3)C3=CC=C(C=C3)OC)O)C(=O)OCC=C)C1)OC